Cl.COC1=CC=C(C=C1)[NH2+]N 4-methoxyphenylhydrazinium hydrochloride